4-({3-chloro-7H-imidazo[4,5-c]pyridazin-7-yl}methyl)-1-methylpiperidine ClC1=CC2=C(N=N1)N(C=N2)CC2CCN(CC2)C